P(=O)([O-])([O-])O.[Ca+2] mono-Calcium phosphat